1-[4-(trifluoromethyl)phenyl]Ethanol FC(C1=CC=C(C=C1)C(C)O)(F)F